C1(CCCC1)[C@H]1NC2=CC=CN=C2[C@H]([C@@H]1C)NC(OCC1=CC=CC=C1)=O |r| (±)-Benzyl ((2RS,3RS,4SR)-2-cyclopentyl-3-methyl-1,2,3,4-tetrahydro-1,5-naphthyridin-4-yl)carbamate